CC1=NN(C2=CC=C(C=C12)C(=O)OC)C1=CC(=CC=C1)C(F)(F)F methyl 3-methyl-1-(3-(trifluoromethyl)phenyl)-1H-indazole-5-carboxylate